C(C)(C)(C)OC(=O)NCCCCCCCCNCC(=O)OC1CCC2C3CCC4CCCC4C3CC=C2C1 2,3,4,7,8,9,10,11,12,13,14,15,16,17-tetradecahydro-1H-cyclopenta[a]phenanthren-3-yl (8-((tert-butoxycarbonyl)amino)octyl)glycinate